C(C1=CC=CC=C1)OC(=O)C=1N=C2N(CCN(C2)C2=NC=CN=C2)C1 7-(pyrazin-2-yl)-5,6,7,8-tetrahydroimidazo[1,2-a]Pyrazine-2-carboxylic acid benzyl ester